1-methyl-5-(4,4,5,5-tetramethyl-1,3,2-dioxaborinane-2-yl)pyridin-2(1H)-one CN1C(C=CC(=C1)B1OCC(C(O1)(C)C)(C)C)=O